O1C2=C(OCC1)C(=CC=C2)C=O 2,3-dihydrobenzo[b][1,4]dioxine-5-carbaldehyde